C(C)(C)(C)OC(=O)N1C[C@@H](CCCC1)NCCC (R)-3-(n-propylamino)azepane-1-carboxylic acid tert-butyl ester